6-(2,6-dimethyl-4-nitrophenoxy)-3,4-dihydroisoquinolin-1(2H)-one CC1=C(OC=2C=C3CCNC(C3=CC2)=O)C(=CC(=C1)[N+](=O)[O-])C